8-(5-((7-Oxa-2-azaspiro[3.5]nonan-2-yl)methyl)-2-fluorophenyl)-4-amino-N-propyl-1,2-dihydroquinoline-3-carboxamide hydrochloride Cl.C1N(CC12CCOCC2)CC=2C=CC(=C(C2)C=2C=CC=C1C(=C(CNC21)C(=O)NCCC)N)F